C(C)(C)(C)C=1N(C2=C(C=C(C(=C2C1)CN1[C@H](CCCC1)C1=C(C=C(C=C1)C(=O)OC)N1CCC1)OC)C)C(=O)OC(C)C1=C(C=C(C=C1)OC)C 1-(4-methoxy-2-methylphenyl)ethan-1-ol tert-butyl-(R)-4-((2-(2-(azetidin-1-yl)-4-(methoxycarbonyl)phenyl)piperidin-1-yl)methyl)-5-methoxy-7-methyl-1H-indole-1-carboxylate